ClC1=CC(N(C(N1CC1=C(C#N)C=CC(=C1)F)=O)C)=O (6-chloro-3-methyl-2,4-dioxo-3,4-dihydro-2H-pyrimidine-1-ylmethyl)-4-fluorobenzonitrile